C(C)(C)(C)[C@@H]1CC=2C=C3C(=NC2CC1)SC(=N3)C(=O)N[C@H](CCN3CC(C3)(C)C)C3=CC=C(C=C3)C3=CNC(C=C3)=O (7S)-7-tert-butyl-N-[(1R)-3-(3,3-dimethylazetidin-1-yl)-1-[4-(6-oxo-1H-pyridin-3-yl)phenyl]propyl]-5,6,7,8-tetrahydrothiazolo[5,4-b]quinoline-2-carboxamide